11-Bromo-5-isopropyl-5,6,7,8-tetrahydropyrimido[5'',4'':4',5']pyrrolo[3',2':3,4]azepino[1,2-a]indol-1-amine BrC=1C=CC=2C=C3N(C2C1)CCCC1=C3C=3C(N1C(C)C)=NC=NC3N